C\C(=C/CC1OCCO1)\CCCC(C)C (E)-2-(3,7-dimethyloct-2-en-1-yl)-1,3-dioxolane